ClC=1C=C(C=CC1)NC 3-Chloro-N-methylbenzenamine